monocalcium phosphat-monohydrate O.P(=O)([O-])([O-])O.[Ca+2]